1,3-dimethyl-2-chloro-imidazoline chloride [Cl-].CN1C(N(CC1)C)Cl